4-(4-amino-6-(4-methacrylamido-phenyl)-7-methyl-7H-pyrrolo[2,3-d]pyrimidin-5-yl)-N-(3-(hydroxymethyl)cyclobutyl)benzamide NC=1C2=C(N=CN1)N(C(=C2C2=CC=C(C(=O)NC1CC(C1)CO)C=C2)C2=CC=C(C=C2)NC(C(=C)C)=O)C